FC(C(=O)O)(F)F.N1N=CC2=CC(=CC=C12)C#CC1=NC(=NC=C1)C1=NC(=NC=C1)NCC=1C=C2CNCC2=CC1 4-((1H-Indazol-5-yl)ethynyl)-N-(isoindolin-5-ylmethyl)-[2,4'-bipyrimidin]-2'-amine trifluoroacetate salt